[5-bromo-4-(2-trimethylsilylethoxymethoxy)-2,3-dihydrobenzofuran-6-yl]methanol BrC=1C(=CC2=C(CCO2)C1OCOCC[Si](C)(C)C)CO